C(C)(C)(C)C1=CC=C(C=C1)SC=1C(=C(C(C#N)=C(C1SC1=CC=C(C=C1)C(C)(C)C)OCCOCC)C#N)OCCOCC 4,5-bis(4-tert-butylphenylthio)-3,6-bis(2-ethoxyethoxy)phthalonitrile